diacetoxysilane C(C)(=O)O[SiH2]OC(C)=O